BrC=1SC(=CC1)C1=C(C(=C(C=C1)OC)OC)OC 2-bromo-5-(2,3,4-trimethoxyphenyl)thiophene